[O-]CCCC.[O-]CCCC.[O-]CCCC.[Zr+3] zirconium tri(butoxide)